vinyl-methyl-di(2-methoxyethoxy)silane C(=C)[Si](OCCOC)(OCCOC)C